Cl.C(C)OC(=O)C=1C[C@H](NCC1O)C (R)-5-hydroxy-2-methyl-1,2,3,6-tetrahydropyridine-4-carboxylic acid ethyl ester HCl